ammonium phosphenous acid P(O)=O.[NH4+]